COC(CNC(=O)C1=NC(=CN=C1O)C1=C(C=CC=C1)Cl)=O (6-(2-chlorophenyl)-3-hydroxypyrazine-2-carbonyl)glycine methyl ester